ClC1=CC(=CC=2C(N3C(=NC12)C(CC3)CC(C(=O)OCC)C(=O)OCC)=O)Cl Diethyl 2-((5,7-dichloro-9-oxo-1,2,3,9-tetrahydropyrrolo[2,1-b]quinazolin-3-yl)methyl)malonate